ClC1=CC=C(C(=N1)C(=O)O)N[C@H](C)C1=C2N=C(C(=NC2=CC(=C1)C)C#N)N1CCN(CC1)C(=O)C1CCCC1 (R)-6-chloro-3-((1-(2-cyano-3-(4-(cyclopentanecarbonyl)piperazin-1-yl)-7-methylquinoxalin-5-yl)ethyl)amino)picolinic acid